C1(=CC=CC=C1)C1=C2C=C(CC2=CC=C1)C1=C(C=CC=C1)C=1CC2=CC=CC(=C2C1)C1=CC=CC=C1 ortho-bis(4-phenyl-2-indenyl)-benzene